((3S)-3-(((2R,3S)-3-carbamoyl-6,6,6-trifluoro-2-(3,3,3-trifluoropropyl)hexanoyl)amino)-5-(3-fluorophenyl)-9-methyl-2-oxo-2,3-dihydro-1H-1,4-benzodiazepin-1-yl)methyl L-alaninate N[C@@H](C)C(=O)OCN1C([C@H](N=C(C2=C1C(=CC=C2)C)C2=CC(=CC=C2)F)NC([C@@H]([C@H](CCC(F)(F)F)C(N)=O)CCC(F)(F)F)=O)=O